FC1=C(C(=CC=C1)OC)C1=CC(=NC=C1C(=O)NC=1SC(=NN1)OCC(CO)(C)C)C 4-(2-fluoro-6-methoxyphenyl)-N-(5-(3-hydroxy-2,2-dimethylpropoxy)-1,3,4-thiadiazol-2-yl)-6-methylnicotinamide